2-(3-(cis-4-(4,4-difluoropiperidin-1-yl)cyclohexyl)-1H-pyrrolo[2,3-c]pyridin-1-yl)-5-fluoro-N-isopropyl-N-methylbenzamide FC1(CCN(CC1)[C@H]1CC[C@H](CC1)C1=CN(C2=CN=CC=C21)C2=C(C(=O)N(C)C(C)C)C=C(C=C2)F)F